ClC1=C(C(=O)N(C)C)C=CC(=C1)C1CCN(CC1)C1CC2(CN(C2)C(C(C(F)(F)F)(C2=CC=CC=C2)O)=O)C1 2-chloro-N,N-dimethyl-4-(1-(2-(3,3,3-trifluoro-2-hydroxy-2-phenylpropanoyl)-2-azaspiro[3.3]heptan-6-yl)piperidin-4-yl)benzamide